C(C)(C)(C)C=1C=NN(C1)CC1CCN(CC1)C(=O)N1C[C@@H]2[C@@H](OCC(N2)=O)CC1 (-)-(4aR,8aS)-6-(4-((4-(tert-Butyl)-1H-pyrazol-1-yl)methyl)piperidine-1-carbonyl)hexahydro-2H-pyrido[4,3-b][1,4]oxazin-3(4H)-one